BrC=1C(=CC2=C(N(CC(CS2)(CC)CC)C2=CC=CC=C2)C1)OC 7-bromo-3,3-diethyl-8-methoxy-5-phenyl-2,3,4,5-tetrahydro-1,5-benzothiazepine